4-(2-propenoyl-2,3,4,5-tetrahydro-1H-benzo[c]azepin-6-yl)-5-fluoro-2-methyl-1H-indole-7-carboxamide C(C=C)(=O)N1CC2=C(CCC1)C(=CC=C2)C2=C1C=C(NC1=C(C=C2F)C(=O)N)C